ClC1=CC=C(C=N1)C1=NOC(=C1CN1N=CC(=CC1=O)N1CC(C1)OC(F)F)C 2-((3-(6-chloropyridin-3-yl)-5-methylisoxazol-4-yl)methyl)-5-(3-(difluoromethoxy)azetidin-1-yl)pyridazin-3(2H)-one